tert-butyl 3-(3-ethoxy-3-oxopropyl)-5-(1-(trifluoromethyl)cyclopropyl)-2-(4-(trifluoromethyl)phenyl)-1H-pyrrole-1-carboxylate C(C)OC(CCC1=C(N(C(=C1)C1(CC1)C(F)(F)F)C(=O)OC(C)(C)C)C1=CC=C(C=C1)C(F)(F)F)=O